O1CC(C1)C1=NC=CC(=N1)N1CC2(C=3C=NC(=CC31)NC(C)=O)CC2 N-(1'-(2-(oxetan-3-yl)pyrimidin-4-yl)-1',2'-dihydrospiro[cyclopropane-1,3'-pyrrolo[3,2-c]pyridin]-6'-yl)acetamide